[Rh]=[Te] rhodium telluride